tert-butyl 5-(7-fluoro-5-(methoxycarbonyl)-1-methyl-1H-benzo[d]imidazol-2-yl)-3-isopropyl-2,3-dihydro-1H-pyrrolo[1,2,3-de]quinoxaline-1-carboxylate FC1=CC(=CC2=C1N(C(=N2)C2=CC=1C=3N2C(CN(C3C=CC1)C(=O)OC(C)(C)C)C(C)C)C)C(=O)OC